[5-{[2-(4-Bromophenyl)imidazo[1,2-a]pyridin-3-yl]methyl}hexahydropyrrolo[3,4-c]pyrrol-2(1H)-yl](cyclohexyl)methanone BrC1=CC=C(C=C1)C=1N=C2N(C=CC=C2)C1CN1CC2C(C1)CN(C2)C(=O)C2CCCCC2